ClC=1C=C(CN2CCN(CC2)C2=NC3=CC(=C(C=C3C=N2)OCCOC)OCCOC)C=CC1 (4-(3-chlorobenzyl)piperazin-1-yl)-6,7-bis(2-methoxylethoxy)quinazoline